C(C)(C)(C)OC(=O)NC[C@H](C(=O)OCC1=CC=CC=C1)NC(CCCCCCCCCCCCCCC)=O (R)-benzyl 3-[(tert-butoxycarbonyl)amino]-2-palmitamidopropanoate